dibromomethyl-2-cyanobiphenyl BrC(Br)C=1C(=C(C=CC1)C1=CC=CC=C1)C#N